[1,3,2]diazaborine N1=BN=CC=C1